tert-butyl 3-(5-chloro-2-formylphenyl)morpholine-4-carboxylate ClC=1C=CC(=C(C1)C1N(CCOC1)C(=O)OC(C)(C)C)C=O